BrC=1C=NC(=NC1)C(=O)OC methyl 5-bromo-2-pyrimidinecarboxylate